ClC=1C=C(C=CC1)C1=CC=NC=2N1N=C(C2C2=NC=1C(=NC=C(C1)C(F)(F)F)N2C)S(=O)(=O)CC 2-(7-(3-chlorophenyl)-2-(ethylsulfonyl)pyrazolo[1,5-a]pyrimidin-3-yl)-3-methyl-6-(trifluoromethyl)-3H-imidazo[4,5-b]pyridine